C(C)(C)(C)OC(=O)N1CC2=CC=CC(=C2CC1)CBr 5-(bromomethyl)-3,4-dihydroisoquinoline-2(1H)-carboxylic acid tert-butyl ester